(3-((hydroxyimino) methyl)-1-(1-(cis-4-isopropylcyclohexyl) piperidin-4-yl)-1H-indol-2-yl)methyl carbamate C(N)(OCC=1N(C2=CC=CC=C2C1C=NO)C1CCN(CC1)[C@@H]1CC[C@@H](CC1)C(C)C)=O